COC1CC2(CC(C2)CO)C1 (6-methoxyspiro[3.3]heptane-2-yl)methanol